BrC1=NN(C(=C1)C=C(C)C)C1=CC(=CC(=C1)F)OC(F)F 3-Bromo-1-(3-(difluoromethoxy)-5-fluorophenyl)-5-(2-methylprop-1-en-1-yl)-1H-pyrazole